(R)-3-Hydroxy-1-methyl-3-(3-(6-(2-(methylthio)pyrimidin-4-yl)-4-(trifluoromethyl)pyridin-2-yl)isoxazol-5-yl)pyrrolidin-2-one O[C@@]1(C(N(CC1)C)=O)C1=CC(=NO1)C1=NC(=CC(=C1)C(F)(F)F)C1=NC(=NC=C1)SC